3-methyl-1-trimethoxysilyl-propylpyridinium CCCC([Si](OC)(OC)OC)[N+]1=CC=CC=C1